1-(4-(cyclopropylmethyl)-3,4-dihydro-2H-benzo[b][1,4]thiazin-6-yl)-3-(1H-indol-6-yl)urea C1(CC1)CN1C2=C(SCC1)C=CC(=C2)NC(=O)NC2=CC=C1C=CNC1=C2